(Z)-6-(5-chloro-6-fluoro-2,3-dihydrobenzofuran-2-yl)-N'-hydroxypicolinimidamide ClC=1C(=CC2=C(CC(O2)C2=CC=CC(=N2)/C(/N)=N/O)C1)F